6-(3-(trifluoromethyl)phenyl)-3-trityl-1H-imidazo[4,5-b]pyridin-2(3H)-one FC(C=1C=C(C=CC1)C=1C=C2C(=NC1)N(C(N2)=O)C(C2=CC=CC=C2)(C2=CC=CC=C2)C2=CC=CC=C2)(F)F